FC=1C=C(C=CC1)[C@@H]1N(OCC1)C1=CC(=NC=N1)NC=1C(=CC(=C(C1)NC(C=C)=O)N1C(=NC=C1)C)OC N-(5-((6-((R)-3-(3-fluorophenyl)-isoxazolidine-2-yl)pyrimidine-4-yl)amino)-4-methoxy-2-(2-methyl-1H-imidazole-1-yl)phenyl)acrylamide